tris(9-decenoic acid) aluminum [Al].C(CCCCCCCC=C)(=O)O.C(CCCCCCCC=C)(=O)O.C(CCCCCCCC=C)(=O)O